2-methyl-4-methoxy-5-methyl-isophthalaldehyde CC1=C(C=O)C=C(C(=C1C=O)OC)C